5-bromo-7-(trifluoromethyl)-1H-1,2,3-benzotriazole BrC1=CC2=C(NN=N2)C(=C1)C(F)(F)F